S1SC(C=C1)C(=O)[O-] dithiolAt